(R)-1-cyano-N-(5-(3,5-dimethyl-1H-pyrazol-4-yl)benzo[d]thiazol-2-yl)pyrrolidine-3-carboxamide Methyl-((1R,2R)-2-Formylcyclopropyl)benzoate CC=1C(=C(C(=O)O)C=CC1)[C@H]1[C@@H](C1)C=O.C(#N)N1C[C@@H](CC1)C(=O)NC=1SC2=C(N1)C=C(C=C2)C=2C(=NNC2C)C